(S)-tert-butyl (1-((6-chloro-2'-(difluoromethyl)-[2,4'-bipyridin]-5-yl)oxy)-2,4-dimethylpentan-2-yl)carbamate ClC1=C(C=CC(=N1)C1=CC(=NC=C1)C(F)F)OC[C@@](CC(C)C)(C)NC(OC(C)(C)C)=O